C(CCC)N1S(C2=C(C1)C=CC=C2)=O N-butyl-benzoisothiazolinone